NC(/C=C/CC[C@@H](C(=O)NC=1C(N(C=CC1)CC=1N(C2=C(C=CC=C2C1)OCC1=C(C=C(C=C1)F)F)C(=O)OC(C)(C)C)=O)NC(=O)OC)=O tert-butyl (S,E)-2-((3-(7-amino-2-((methoxycarbonyl)amino)-7-oxohept-5-enamido)-2-oxopyridin-1(2H)-yl)methyl)-7-((2,4-difluorobenzyl)oxy)-1H-indole-1-carboxylate